C1CCC(CC1)CNC([C@@H](NC(=O)OC(C)(C)C)CC(=O)O)=O N-Boc-L-aspartic acid-4-cyclohexylmethyl amide